(S)-N-((1R*,3S*)-3-cyanocyclopentyl)-N-(4-methylbenzyl)-1-tosylpyrrolidine-2-carboxamide C(#N)[C@@H]1C[C@@H](CC1)N(C(=O)[C@H]1N(CCC1)S(=O)(=O)C1=CC=C(C)C=C1)CC1=CC=C(C=C1)C |o1:2,4|